Cl.C(C1=CC=CC=C1)N1C(CC(CC1C)NN)C Trans-1-benzyl-4-hydrazineyl-2,6-dimethylpiperidine Hydrochloride